NCC[SeH] selenocysteamine